Methyl 2-(6-methyl-7-(methylsulfonyl)-1-oxo-3,4-dihydroisoquinolin-2(1H)-yl)acetate CC=1C=C2CCN(C(C2=CC1S(=O)(=O)C)=O)CC(=O)OC